O=C1N(CCC(N1)=O)C1=CC=C(CN(C2CCN(CC2)C2=C(C=C(C=C2)NC(C2=CC(=C(C=C2)C)C#CC2=CN=C3N2N=CC=C3)=O)C(F)(F)F)C)C=C1 N-(4-(4-((4-(2,4-dioxotetrahydropyrimidin-1(2H)-yl)benzyl)(methyl)amino)piperidin-1-yl)-3-(trifluoromethyl)phenyl)-3-(imidazo[1,2-b]pyridazin-3-ylethynyl)-4-methylbenzamide